C1(=CC=CC=C1)C1=CC(=NC(=N1)NC1=CC(=CC=C1)OC(F)(F)F)C1CCN(C=C1)C(=O)OC(C)(C)C tert-butyl 4-(6-phenyl-2-((3-(trifluoromethoxy)phenyl)amino)pyrimidin-4-yl)-dihydropyridine-1(2H)-carboxylate